1-(6-bromopyridin-2-yl)-N-(5-chloro-6-(2H-1,2,3-triazol-2-yl)pyridin-3-yl)-5-(trifluoromethyl)-1H-pyrazole-4-carboxamide BrC1=CC=CC(=N1)N1N=CC(=C1C(F)(F)F)C(=O)NC=1C=NC(=C(C1)Cl)N1N=CC=N1